1,1,3-trichloroacetone ClC(C(=O)CCl)Cl